BrC=1C=C2C(=NC1)N=C(N2CC2(CC2)CF)CC2=C(C=C(C=C2)C2=CC=CC(=N2)OCC2=C(C=C(C#N)C=C2)F)F 4-(((6-(4-((6-bromo-1-((1-(fluoromethyl)cyclopropyl)methyl)-1H-imidazo[4,5-b]pyridin-2-yl)methyl)-3-fluorophenyl)pyridin-2-yl)oxy)methyl)-3-fluorobenzonitrile